N1CCCCCCC1 Azocan